2,5-dimethyldodecanoic acid CC(C(=O)O)CCC(CCCCCCC)C